N1=CC(=CC=C1)C1NCCOC1 3-(pyridin-3-yl)morpholine